4-[(4R)-4-ethyl-2-imino-4-methyl-6-oxo-hexahydropyrimidin-1-yl]-N-[(3S,4R)-3-hydroxy-3-methyl-chroman-4-yl]-3-methoxy-chromane-6-carboxamide C(C)[C@]1(NC(N(C(C1)=O)C1C(COC2=CC=C(C=C12)C(=O)N[C@H]1[C@](COC2=CC=CC=C12)(C)O)OC)=N)C